6-(6-{3-[(3R)-3-(tert-butylamino)pyrrolidin-1-yl]-1,2,4-triazin-6-yl}-5-hydroxypyridin-3-yl)-2-methylimidazo[1,2-a]pyridine-8-carbonitrile hydrochloride Cl.C(C)(C)(C)N[C@H]1CN(CC1)C=1N=NC(=CN1)C1=C(C=C(C=N1)C=1C=C(C=2N(C1)C=C(N2)C)C#N)O